1,3-dimethylanthraquinone CC1=CC(=CC=2C(C3=CC=CC=C3C(C12)=O)=O)C